NC1=C(C(=O)O)C(=C(C(=N1)C(F)(F)F)F)NCC1=CC=C(C=C1)OC 2-amino-5-fluoro-4-((4-methoxybenzyl)amino)-6-(trifluoromethyl)nicotinic acid